FC(C1=CC=C(C=C1)C=C[C@@H]1CN(CC1)C(C=C)=O)(F)F 1-[(3R)-3-{2-[4-(trifluoromethyl)phenyl]ethenyl}pyrrolidin-1-yl]prop-2-en-1-one